tert-butyl (S)-5-chloro-8-((5-(difluoromethyl)-1-methyl-1H-1,2,3-triazol-4-yl)methoxy)-1-((6-oxo-5-azaspiro[2.4]heptan-5-yl)methyl)-3,4-dihydroisoquinoline-2(1H)-carboxylate ClC1=C2CCN([C@@H](C2=C(C=C1)OCC=1N=NN(C1C(F)F)C)CN1CC2(CC2)CC1=O)C(=O)OC(C)(C)C